3-(4-aminobutyl)aniline NCCCCC=1C=C(N)C=CC1